CN1C(N(C(C(=C1)C=1C=CC(=C2CCCOC12)C[C@@H]1N=C(C(N=C1OC)C(C)C)OC)=O)C)=O |r| 1,3-dimethyl-5-[5-[[rac-(2S)-3,6-dimethoxy-5-(1-methylethyl)-2,5-dihydropyrazin-2-yl]methyl]chroman-8-yl]pyrimidine-2,4-dione